Cl.FC=1C=C(C2=C(C(=C(O2)[C@H](C(F)(F)F)N)C)C1)F (R)-1-(5,7-difluoro-3-methylbenzofuran-2-yl)-2,2,2-trifluoroethan-1-amine, hydrochloride